(R)-aziridine-2-carboxylic acid, benzyl ester N1[C@H](C1)C(=O)OCC1=CC=CC=C1